ClC=1C=CC(=C2C=CNC(C12)=O)OC1CC2(CN(C2)C(=O)OC(C)(C)C)C1 tert-butyl 6-((8-chloro-1-oxo-1,2-dihydroisoquinolin-5-yl)oxy)-2-azaspiro[3.3]heptane-2-carboxylate